NC=1C=C(C=C(C1)C(F)(F)F)[C@@H](C)NC=1C2=C(N=C(N1)C)C=NC(=C2)C=2CCN(CC2)CC(=O)N (R)-2-(4-(4-((1-(3-amino-5-(trifluoromethyl)phenyl)ethyl)amino)-2-methylpyrido[3,4-d]pyrimidin-6-yl)-3,6-dihydropyridin-1(2H)-yl)acetamide